FS(=N)F.FS(=N)F.[Li] Lithium bis(difluorosulfimide) salt